5-(4-((4-((5-(trifluoromethyl)pyridin-2-yl)amino)piperidin-1-yl)sulfonyl)phenyl)-1,3-dihydro-2H-pyrrolo[2,3-b]pyridin-2-one FC(C=1C=CC(=NC1)NC1CCN(CC1)S(=O)(=O)C1=CC=C(C=C1)C=1C=C2C(=NC1)NC(C2)=O)(F)F